C(=C)(C)C1CC=C(CC1C1=C(C=C(C=C1O)CCCCC)O)C 2-(6-isopropenyl-3-methyl-3-cyclohexen-1-yl)-5-pentyl-1,3-benzenediol